C(C)OC(=O)C=1C=NC(=NC1)N1CCN(CC1)CCOC(C(=O)O)C 2-(2-(4-(5-(ethoxycarbonyl)pyrimidin-2-yl)piperazin-1-yl)ethoxy)propionic acid